2-Bromo-9-(4-chlorophenyl)-9-phenyl-9H-fluorene BrC1=CC=2C(C3=CC=CC=C3C2C=C1)(C1=CC=CC=C1)C1=CC=C(C=C1)Cl